P(=O)([O-])([O-])[O-].[Zn+2].FC1=CC=C(C=C1)CC(=O)NC1=NC=CC(=C1)C1=C(C=2C(NC(CC2N1)(C)C)=O)C1=CC=C(C=C1)F.P(=O)([O-])([O-])[O-].[Zn+2].[Zn+2] 2-(4-Fluorophenyl)-N-{4-[3-(4-fluorophenyl)-6,6-dimethyl-4-oxo-4,5,6,7-tetrahydro-1H-pyrrolo[3,2-c]pyridin-2-yl]pyridin-2-yl}acetamid Zinc Phosphate